5-ethyl-2-methoxy-N-(4-methoxy-6-((5-propynyl-4,5,6,7-tetrahydro-2H-pyrazolo[4,3-c]pyridin-2-yl)methyl)benzo[d]isoxazol-3-yl)benzenesulfonamide C(C)C=1C=CC(=C(C1)S(=O)(=O)NC1=NOC2=C1C(=CC(=C2)CN2N=C1C(CN(CC1)C#CC)=C2)OC)OC